(+)-trans-6-[3-[4-(2,2,2-Trifluoroethyl)phenyl]azetidine-1-carbonyl]-4,4a,5,7,8,8a-hexahydropyrido[4,3-b][1,4]oxazin-3-one FC(CC1=CC=C(C=C1)C1CN(C1)C(=O)N1C[C@@H]2[C@H](OCC(N2)=O)CC1)(F)F